C(C)(=O)N1C(SCC1C(=O)OCC)(C)C ethyl 3-acetyl-2,2-dimethylthiazolidine-4-carboxylate